(R)-3-((S)-1-(3-bromophenyl)-2-hydroxyethyl)-2-imino-5-isobutyl-5-phenylimidazolidin-4-one BrC=1C=C(C=CC1)[C@@H](CO)N1C(N[C@@](C1=O)(C1=CC=CC=C1)CC(C)C)=N